4-(3-bromoanilino)-2'-(3,5-dichlorophenyl)spiro[cyclohexane-1,1'-indene]-4-carboxylic acid BrC=1C=C(NC2(CCC3(C(=CC4=CC=CC=C34)C3=CC(=CC(=C3)Cl)Cl)CC2)C(=O)O)C=CC1